2-(1H-Triazol-5-yl)ethyl 3-[[2-fluoro-4-(trifluoromethyl)phenyl]methoxy]azetidine-1-carboxylate FC1=C(C=CC(=C1)C(F)(F)F)COC1CN(C1)C(=O)OCCC1=CN=NN1